3-(dimethylphosphoryl)-1-methyl-1H-indole-5-carboxylic acid CP(=O)(C)C1=CN(C2=CC=C(C=C12)C(=O)O)C